stigmastenone CC[C@H](/C=C/[C@@H](C)[C@H]1CC[C@@H]2[C@@]1(CC[C@H]3[C@H]2CC[C@H]4[C@@]3(CCC(=O)C4)C)C)C(C)C